tert-Butyl 3-(4-hydroxy-7-(thiazol-4-yl)benzo[d]oxazol-2-yl)-3,8-diazabicyclo[3.2.1]octane-8-carboxylate OC1=CC=C(C2=C1N=C(O2)N2CC1CCC(C2)N1C(=O)OC(C)(C)C)C=1N=CSC1